(1R,3S)-3-(3-{[(3-methyl-1,2-oxazol-5-yl)acetyl]amino}-1H-pyrazol-5-yl)cyclopentyl (2ξ)-2-methylazetidine-1-carboxylate CC1N(CC1)C(=O)O[C@H]1C[C@H](CC1)C1=CC(=NN1)NC(CC1=CC(=NO1)C)=O